(R)-N-(3-(2-((2-hydroxypropyl)amino)-6-morpholinopyridin-4-yl)-4-methylphenyl)-3-(2,2,2-trifluoroethyl)-2,5-dihydro-1H-pyrrole-1-carboxamide O[C@@H](CNC1=NC(=CC(=C1)C=1C=C(C=CC1C)NC(=O)N1CC(=CC1)CC(F)(F)F)N1CCOCC1)C